5-(((2-(4-aminobutanamido)ethyl)amino)methyl)-N-(3'-(5-(((2-((tert-butyldi-phenylsilyl)oxy)ethyl)amino)methyl)picolinamido)-2,2'-dimethyl-[1,1'-biphenyl]-3-yl)picolinamide NCCCC(=O)NCCNCC=1C=CC(=NC1)C(=O)NC=1C(=C(C=CC1)C1=C(C(=CC=C1)NC(C1=NC=C(C=C1)CNCCO[Si](C1=CC=CC=C1)(C1=CC=CC=C1)C(C)(C)C)=O)C)C